(9R,13R,16R)-13-(3-(benzyloxy)propyl)-3,16-dimethoxy-9-methyl-7,9,11,12,13,15,16,17-octahydro-6H-cyclopenta[a]phenanthrene C(C1=CC=CC=C1)OCCC[C@]12C[C@H](CC1=C1CCC=3C=C(C=CC3[C@@]1(CC2)C)OC)OC